(((methylsulfonyl)oxy)methyl)piperidine CS(=O)(=O)OCN1CCCCC1